NC=1N=NC(=CC1C1=CC=NCC1)C1=C(C=CC=C1)O 4-(3-amino-6-(2-hydroxyphenyl)pyridazin-4-yl)-5,6-dihydropyridin